C(CCC)NC=1C=2C(N=C(N1)Cl)=CN(N2)CC2=C(C=C(CN(CCCCNC(OC(C)(C)C)=O)C)C=C2OC)OC tert-butyl (4-((4-((7-(butylamino)-5-chloro-2H-pyrazolo[4,3-d]pyrimidin-2-yl)methyl)-3,5-dimethoxybenzyl)(methyl)amino)butyl)carbamate